NC1=CC=C2CN(C(C2=C1)=O)[C@@H]1C[C@@H](CCC1)NC1=NC=C(C(=N1)OC)Cl 6-amino-2-((1S,3R)-3-((5-chloro-4-methoxypyrimidin-2-yl)amino)cyclohexyl)isoindolin-1-one